octadecen-8-ol C=CCCCCCC(CCCCCCCCCC)O